1,4-dimethylpyridine iodine salt [I].CN1CC=C(C=C1)C